N-(4-(4-amino-5-(3-cyano-4-((4-methylpyrimidin-2-yl)oxy)phenyl)-7-methyl-7H-pyrrolo[2,3-d]pyrimidin-6-yl)phenyl)-2-cyclopropylacrylamide NC=1C2=C(N=CN1)N(C(=C2C2=CC(=C(C=C2)OC2=NC=CC(=N2)C)C#N)C2=CC=C(C=C2)NC(C(=C)C2CC2)=O)C